C1C2CC3(CC(CC13)C2)NCCC2=CC=C(CSC1=C3CN(C(C3=CC=C1)=O)C1C(NC(CC1)=O)=O)C=C2 3-(4-((4-(2-((hexahydro-2,5-methanopentalen-3a(1H)-yl)amino)ethyl)benzyl)thio)-1-oxoisoindolin-2-yl)piperidine-2,6-dione